OC1=CCN(C(=C1)C)CCC 4-hydroxy-6-methyl-1-propylpyridine